strontium diisobutyrate C(C(C)C)(=O)[O-].C(C(C)C)(=O)[O-].[Sr+2]